NC1=NC=NC=2C3=C(\C(\C(C12)(C)C)=N/OC[C@@H]1CN(C(O1)=O)C)C=C(C=C3)O[C@@H]3CC[C@@H](CC3)N (5S)-5-[[(Z)-[4-amino-8-(cis-4-aminocyclohexoxy)-5,5-dimethyl-benzo[h]quinazolin-6-ylidene]amino]oxymethyl]-3-methyl-oxazolidin-2-one